O1C=NC=C1C(=O)N e-Oxazole-5-carboxamide